(2S,4R)-1-(2-(4-amino-6-(trifluoromethyl)-9H-pyrimido[4,5-b]indol-9-yl)acetyl)-N-(6-bromopyridin-2-yl)-4-methylpyrrolidine-2-carboxamide NC1=NC=NC=2N(C3=CC=C(C=C3C21)C(F)(F)F)CC(=O)N2[C@@H](C[C@H](C2)C)C(=O)NC2=NC(=CC=C2)Br